BrC1=NN(C2=C1C=NC(=C2)NC(C)=O)C2=NC(=NC(=C2)CC)C(C)(F)F N-(3-bromo-1-(2-(1,1-difluoroethyl)-6-ethylpyrimidin-4-yl)-1H-pyrazolo[4,3-C]pyridin-6-yl)acetamide